N-{4-[(2S)-2,3-dihydro-1,4-benzodioxin-2-yl]benzyl}-N-methylamine O1[C@H](COC2=C1C=CC=C2)C2=CC=C(CNC)C=C2